tert-butyl (2S,4R)-4-(2,3-dichloro-6-methoxyphenyl)-2-(2-hydroxypropan-2-yl)pyrrolidine-1-carboxylate ClC1=C(C(=CC=C1Cl)OC)[C@H]1C[C@H](N(C1)C(=O)OC(C)(C)C)C(C)(C)O